N1=C(C=CC=C1)C1=C(C=CC=C1)C1=C(C(=NC(=C1N1C2=CC=CC=C2C=2C=CC=CC12)N1C2=CC=CC=C2C=2C=CC=CC12)N1C2=CC=CC=C2C=2C=CC=CC12)N1C2=CC=CC=C2C=2C=CC=CC12 9,9',9'',9'''-(4-(2-(pyridin-2-yl)phenyl)pyridine-2,3,5,6-tetrayl)tetrakis(9H-carbazole)